3-(8-dimethylamino-2-oxo-8-phenyl-1,3-diazaspiro[4.5]decan-3-yl)-benzamide CN(C1(CCC2(CN(C(N2)=O)C=2C=C(C(=O)N)C=CC2)CC1)C1=CC=CC=C1)C